N1C=CC=2C1=NC=C(C2)OC2=C(C(=O)OC)C=C(C(=C2)N2CCC1(CC(C1)=O)CC2)F methyl 2-((1H-pyrrolo[2,3-b]pyrid-5-yl)oxy)-5-fluoro-4-(2-oxo-7-azaspiro[3.5]non-7-yl)benzoate